(4-Ethynylphenyl)Methane C(#C)C1=CC=C(C=C1)C